FC1=C(C=CC=C1NS(=O)(=O)CCC)C=1C(=NN(C1)C1=CC=C(OC2CCN(CC2)C(=O)OC(C)(C)C)C=C1)C1=CC=NC=C1 tert-butyl 4-(4-{4-[2-fluoro-3-(propane-1-sulfonamido)phenyl]-3-(pyridin-4-yl)pyrazol-1-yl}phenoxy)piperidine-1-carboxylate